OC1=C(C2=CC=CC=C2C=C1)C(=O)[O-].C1(CCCCC1)[Sn+](C1CCCCC1)C1CCCCC1 tricyclohexyltin 2-hydroxy-1-naphthoate